C(C)O[C@@H]1CNCC[C@@H]1O |r| (+-)-cis-3-ethoxypiperidin-4-ol